2,5-Diamino-1,4-dihydroxybenzol-dihydrochlorid Cl.Cl.NC1=C(C=C(C(=C1)O)N)O